(S)-1-(4-(pentafluoro-λ6-sulfaneyl)phenyl)ethan-1-amine hydrochloride Cl.FS(C1=CC=C(C=C1)[C@H](C)N)(F)(F)(F)F